1-(4-chloro-3-trifluoromethylphenyl)-3-(5-(4-methylpiperazine-1-carbonyl)-2,3,4,9-tetrahydro-1H-carbazol-3-yl)urea ClC1=C(C=C(C=C1)NC(=O)NC1CCC=2NC3=CC=CC(=C3C2C1)C(=O)N1CCN(CC1)C)C(F)(F)F